O=C1NC(C2=CC=CC=C12)C1=CC=CC=C1 ketophenyl-isoindoline